[N+](=O)([O-])C1=CC=C(C=C1)S(=O)(=O)N1N=CN=C1 1-(4-nitrobenzenesulfonyl)-1H-1,2,4-triazole